di(4-methylphenyl)phosphoryl fluoride CC1=CC=C(C=C1)P(=O)(C1=CC=C(C=C1)C)F